hydroxy-hexenal OC(C=O)=CCCC